FC(C(=O)O)(F)F.COC=1C=CC=2N(N1)C(=CN2)C2=CC(=NC=C2)N2CCN(CC2)C(C)=O 1-(4-(4-(6-methoxyimidazo[1,2-b]pyridazin-3-yl)pyridin-2-yl)piperazin-1-yl)ethan-1-one trifluoroacetate